ClC=1N=C(C(=NC1)C(=O)O)NC1=CC=C(C=C1)Cl 5-chloro-3-(4-chlorophenylamino)pyrazine-2-carboxylic acid